3-(2-(naphthalen-1-yl)ethyl)-1H-pyrazole-5-carboxylic acid C1(=CC=CC2=CC=CC=C12)CCC1=NNC(=C1)C(=O)O